ClC=1C=C(C=NC1N1N=CC=N1)NC(=O)C1=NOC(=C1C)C1=C2C=CNC(C2=CC=C1)=O N-(5-chloro-6-(2H-1,2,3-triazol-2-yl)pyridin-3-yl)-4-methyl-5-(1-oxo-1,2-dihydroisoquinolin-5-yl)isoxazole-3-carboxamide